4-((3-Bromo-2-chlorophenyl)amino)-2-(difluoromethyl)pyrido[3,2-d]pyrimidine BrC=1C(=C(C=CC1)NC=1C2=C(N=C(N1)C(F)F)C=CC=N2)Cl